BrCC(CC(=O)O)CCC 3-(bromomethyl)hexanoic Acid